O1CCN(CC1)CCCS(=O)(=O)NC1=CC=CC=C1 3-morpholino-N-phenylpropane-1-sulfonamide